Bis(7-((8-methylnonanoyl)oxy)heptyl) 2-hydroxysuccinate OC(C(=O)OCCCCCCCOC(CCCCCCC(C)C)=O)CC(=O)OCCCCCCCOC(CCCCCCC(C)C)=O